mono-methyl-tin C[Sn]